[6,6,33-Trimethyl-2-oxo-5-oxa-1,15,16,17-tetraazaheptacyclo[22.5.3.23,9.118,22.04,8.015,19.027,31]pentatriaconta-3,8,16,18(33),19,21,24,26,31,34-decaen-23-yl]acetic acid CC1(OC2=C3C(N4CCC5=CC=C(C(C6=CC=C7C(N=NN7CCCCCC(=C2C1)C=C3)=C6C)CC(=O)O)C=C5C4)=O)C